C(C)N(C1=CC=C(C=C(C(=O)OCC(C)C)C#N)C=C1)CC isobutyl 4-diethylamino-α-cyanocinnamate